(RS)-Serin N[C@H](CO)C(=O)O |r|